OC(CO)C1C2CCC(CN1)N2C(=O)OC(C)(C)C tert-butyl 2-(1,2-dihydroxyethyl)-3,8-diazabicyclo[3.2.1]octane-8-carboxylate